1-(2-fluoro-3-methyl-5-nitrophenyl)ethan-1-one ethyl-4-(((trifluoromethyl)sulfonyl)oxy)-2,5-dihydrofuran-3-carboxylate C(C)OC(=O)C=1COCC1OS(=O)(=O)C(F)(F)F.FC1=C(C=C(C=C1C)[N+](=O)[O-])C(C)=O